ClC=1C=C(C=NC1)C1=NNC2=CC=C(C=C12)NC(C1=NC=C(C(=C1C)C)C#N)=O N-(3-(5-chloropyridin-3-yl)-1H-indazol-5-yl)-5-cyano-3,4-dimethylpicolinamide